N[C@@H]1C2=CC=CC=C2CC12CCN(CC2)C2=NC=1C(=NC=C(N1)SC1=C(C(=NC=C1)N1CC(C1)C#N)Cl)N2 (S)-1-(4-((2-(1-amino-1,3-dihydrospiro[indene-2,4'-piperidin]-1'-yl)-1H-imidazo[4,5-b]pyrazin-5-yl)thio)-3-chloropyridin-2-yl)azetidine-3-carbonitrile